2-[3-(3-chlorophenyl)-1-[2-[[1-[2-[4-(2-morpholinoethyl)piperazin-1-yl]-2-oxoethyl]pyrazol-4-yl]amino]-[1,2,4]triazolo[1,5-a]pyridin-8-yl]azetidin-3-yl]acetonitrile ClC=1C=C(C=CC1)C1(CN(C1)C=1C=2N(C=CC1)N=C(N2)NC=2C=NN(C2)CC(=O)N2CCN(CC2)CCN2CCOCC2)CC#N